N-(2-{hexahydropyrrolo[3,2-b]pyrrol-1-yl}-2-oxoethyl)-3-(trifluoromethyl)benzamide N1(C2C(CC1)NCC2)C(CNC(C2=CC(=CC=C2)C(F)(F)F)=O)=O